BrC1=CC=2C(C3=CC(=CC=C3N(C2C=C1)CCBr)Br)(C)C 2,7-dibromo-9,9-dimethyl-10-bromoethylacridine